N-(7-fluoro-2-oxo-3,4-dihydro-1H-quinolin-6-yl)-3-(2,2,2-trifluoroethyl)pyridine-4-carboxamide FC1=C(C=C2CCC(NC2=C1)=O)NC(=O)C1=C(C=NC=C1)CC(F)(F)F